1-(4-(6-((4-(6-(1H-Pyrrol-3-yl)imidazo[1,2-a]pyridin-3-yl)pyrimidin-2-yl)amino)pyridin-3-yl)piperazin-1-yl)ethan-1-one N1C=C(C=C1)C=1C=CC=2N(C1)C(=CN2)C2=NC(=NC=C2)NC2=CC=C(C=N2)N2CCN(CC2)C(C)=O